2-(4,7-bis(2-(tert-butoxy)-2-oxoethyl)-1,4,7-triazacyclononan-1-yl)glutaric acid C(C)(C)(C)OC(CN1CCN(CCN(CC1)CC(OC(C)(C)C)=O)C(C(=O)O)CCC(=O)O)=O